7-cyclopropyl-4-(cyclopropylmethylamino)-1-(3-(trifluoromethyl)pyrazin-2-yl)-quinazolin-2(1H)-one C1(CC1)C1=CC=C2C(=NC(N(C2=C1)C1=NC=CN=C1C(F)(F)F)=O)NCC1CC1